CCCCCSCSCCCCCCCCC(CCCCCCCCSCSCCCCC)O 6,8,26,28-tetrathiatritriacontan-17-ol